4-(4-oxobutyl)piperidine-1-carboxylic acid tert-butyl ester C(C)(C)(C)OC(=O)N1CCC(CC1)CCCC=O